C(CCCC)C1C2(OCC(O2)CCC(=O)C2=CC=CC=C2)CCC1 3-(6-pentyl-1,4-dioxaspiro[4.4]nonan-2-yl)-1-phenylpropan-1-one